(R)-N-((5-cyclohexylpyridin-2-yl)methyl)-N-(5-fluoro-1H-indazol-6-yl)-1-((perfluorophenyl)sulfonyl)azetidine-2-carboxamide C1(CCCCC1)C=1C=CC(=NC1)CN(C(=O)[C@@H]1N(CC1)S(=O)(=O)C1=C(C(=C(C(=C1F)F)F)F)F)C1=C(C=C2C=NNC2=C1)F